O1CCN(CC1)C1=NC(=C2C=CC=NC2=C1)OC1CCC(CC1)NC(=O)C1=CN=NC=C1 N-((1s,4s)-4-((7-morpholino-1,6-naphthyridin-5-yl)oxy)cyclohexyl)pyridazine-4-carboxamide